5-bromo-2-(3-(3-fluoro-4-((trisisopropylphenyl)ethyl)phenoxy)piperidine-1-yl)pyridine BrC=1C=CC(=NC1)N1CC(CCC1)OC1=CC(=C(C=C1)CCC1=C(C(=C(C=C1)C(C)C)C(C)C)C(C)C)F